C[C@@H]1[C@H]([C@H]2[C@H]([C@@]1(C=C(C2=O)CC=C)OC)O)C3=CC(=C(C=C3)OC)OC The molecule is a neolignan with formula C21H26O5, originally isolated from Piper kadsura. It has a role as a plant metabolite and a platelet-activating factor receptor antagonist. It is an enone, a cyclic ketone, a bridged compound, a dimethoxybenzene, a carbobicyclic compound, a secondary alcohol and a neolignan.